(R)-7-(2-Cyclopropyl-benzyl)-5-[1-(2-difluoromethyl-6-fluoro-phenyl)-piperidin-4-yl]-2,4-dimethyl-2,4,5,7-tetrahydro-pyrazolo[3,4-d]pyrimidin-6-on C1(CC1)C1=C(CN2C(N([C@@H](C=3C2=NN(C3)C)C)C3CCN(CC3)C3=C(C=CC=C3F)C(F)F)=O)C=CC=C1